tert-butyl (1S,3S)-1-(4-(((3R,SR,7R)-adamantan-1-yl)carbamoyl)phenyl)-3-butyl-6-methoxy-3,4-dihydroisoquinoline-2(1H)-carboxylate C12(CC3CC(CC(C1)C3)C2)NC(=O)C2=CC=C(C=C2)[C@@H]2N([C@H](CC3=CC(=CC=C23)OC)CCCC)C(=O)OC(C)(C)C